C(C)(=O)Cl acetic acid-chloride